Alpha-hydroxyisobutyric acid 2-methylpentanoate CC(C(=O)O)CCC.OC(C(=O)O)(C)C